N-methoxy-silylpropyl-N,N,N-trimethyl-ammonium chloride [Cl-].CO[N+](CCCC[SiH3])(C)C